5-[6-(1,1-difluoroethyl)-3-ethylsulfanyl-indazol-2-yl]-1-(2,2,3,3,3-pentafluoropropyl)-pyrazolo[3,4-c]pyridine FC(C)(F)C=1C=CC2=C(N(N=C2C1)C=1C=C2C(=CN1)N(N=C2)CC(C(F)(F)F)(F)F)SCC